N[C@@H](C(=O)OC)CCCOC1=C(C(=C(C=C1)Cl)Cl)CC1=CN=C2C(=NC=NN21)N Methyl (R)-2-amino-5-(2-((4-aminoimidazo[2,1-f][1,2,4]triazin-7-yl)methyl)-3,4-dichlorophenoxy)pentanoat